(E)-8-[3-[(1R,3R)-3-(benzyloxycarbonylamino)cyclohexyl]-1-bromo-8-chloro-imidazo[1,5-a]pyrazin-5-yl]oct-7-enoic acid ethyl ester C(C)OC(CCCCC\C=C\C1=CN=C(C=2N1C(=NC2Br)[C@H]2C[C@@H](CCC2)NC(=O)OCC2=CC=CC=C2)Cl)=O